ClC=1C(=NC(=NC1)NC1CCN(CC1)C(C)C)C1=CC2=C(N=C3N2CCCN3C)C(=C1)F 5-chloro-4-(9-fluoro-1-methyl-1,2,3,4-tetrahydrobenzo[4,5]imidazo[1,2-a]pyrimidin-7-yl)-N-(1-isopropylpiperidin-4-yl)pyrimidin-2-amine